O1CC(C1)C[Si](OC(C)C)(OC(C)C)OC(C)C (oxetan-3-yl)methyltri-isopropyloxysilane